BrC=1C=C(C=CC1F)N(N)C(CC(C)C)=O (3-bromo-4-fluorophenyl)-3-methylbutyryl-hydrazine